OC1CN(C1)C=O (3-hydroxyazetidin-1-yl)methanone